8-methyl-2-(trifluoromethyl)-4H-pyrimido[1,2-b]pyridazin-4-one CC1=CC=2N(N=C1)C(C=C(N2)C(F)(F)F)=O